1-methyl-4-phenyl-1,2,3,4-tetrahydroisoquinoline CC1NCC(C2=CC=CC=C12)C1=CC=CC=C1